C(CCCCCCCCCCC)P(O)(O)=O dodecyl-phosphonic acid